tert-butyl N-[2-[(4-bromo-1,5-dimethyl-pyrazol-3-yl)methoxy]ethyl]-N-methyl-carbamate BrC=1C(=NN(C1C)C)COCCN(C(OC(C)(C)C)=O)C